COC=1C=C2C=CC(=CC2=CC1)[C@@H](C(=O)O)C (S)-2-(6-methoxynaphthalen-2-yl)propionic acid